N[C@H](C=1N=C2N(N=C(C(=N2)C2CCOCC2)C[C@@H]2C(NC[C@@H](C2)C(F)(F)F)=O)C1)C1C[C@H]2C[C@H]2C1 (3R,5R)-3-((6-((S)-amino((1R,3r,5S)-bicyclo[3.1.0]hexan-3-yl)methyl)-3-(tetrahydro-2H-pyran-4-yl)imidazo[1,2-b][1,2,4]triazin-2-yl)methyl)-5-(trifluoromethyl)piperidin-2-one